6-methoxy-1-(piperidin-4-ylmethyl)-1H-imidazo[4,5-c]quinoline COC1=CC=CC=2C3=C(C=NC12)N=CN3CC3CCNCC3